C(CC)C(C(=O)N)CCC(F)(F)F propyl-5,5,5-trifluoro-valeramide